C1(=CC(=C(C2=C(C(=C(C(=C12)[2H])[2H])[2H])[2H])[2H])[2H])[2H] naphthalene-1,3,4,5,6,7,8-d7